COCOC=1C=CC(=C(C1)C1=C(N=C(N1C)C1CC2(CN(C2)C(=O)OC(C)(C)C)C1)C=1C=C2C=NN(C2=CC1)C)C(F)(F)F tert-butyl 6-[5-[5-(methoxymethoxy)-2-(trifluoromethyl)phenyl]-1-methyl-4-(1-methylindazol-5-yl)imidazol-2-yl]-2-azaspiro[3.3]heptane-2-carboxylate